FC(C1=NN=C(S1)C1=CN=C2N1C=C(C=C2N2CCN(CC2)C(C(C)C)=O)S(=O)(=O)N(CC2=CC=C(C=C2)OC)C2(CC2)CF)F 3-(5-(difluoromethyl)-1,3,4-thiadiazol-2-yl)-N-(1-(fluoromethyl)cyclopropyl)-8-(4-isobutyrylpiperazin-1-yl)-N-(4-methoxybenzyl)imidazo[1,2-a]pyridin-6-sulfonamide